4-((2S,4R)-4-cyclopropyl-1-((7-methyl-5-(prop-2-yn-1-yl)-1H-indol-4-yl)methyl)piperidin-2-yl)benzoic Acid C1(CC1)[C@H]1C[C@H](N(CC1)CC1=C2C=CNC2=C(C=C1CC#C)C)C1=CC=C(C(=O)O)C=C1